ClC1=CC=C(CN2N=C(C3=CC=CC=C23)NC(=O)C=2C(=NOC2)C)C=C1 N-(1-(4-chlorobenzyl)-1H-indazol-3-yl)-3-methylisoxazole-4-carboxamide